1-(4-(6-chloro-7-(6-methyl-1H-indazol-7-yl)quinazolin-4-yl)piperazin-1-yl)prop-2-en-1-one ClC=1C=C2C(=NC=NC2=CC1C=1C(=CC=C2C=NNC12)C)N1CCN(CC1)C(C=C)=O